FC1(OC2=C(O1)C=CC(=C2)C(CC)=O)F 1-(2,2-difluoro-1,3-benzodioxol-5-yl)propan-1-one